FC1=C(C=CC(=C1)S(=O)(=O)N1CCOCC1)B(O)O (2-fluoro-4-(morpholinosulfonyl)phenyl)boronic acid